C(=C)C1=C(C2=CC=CC=C2C=C1)C(=O)O 2-vinyl-1-naphthoic acid